4-(3-(4-chlorobenzyl)ureido)-N-(pyridin-3-ylmethyl)benzenesulfonamide ClC1=CC=C(CNC(NC2=CC=C(C=C2)S(=O)(=O)NCC=2C=NC=CC2)=O)C=C1